N-phenyl-para-phenylenediamine C1(=CC=CC=C1)NC1=CC=C(C=C1)N